Cl.Cl.N1=C(N=CC=C1)[C@@H](C)N (R)-1-(pyrimidin-2-yl)ethan-1-amine dihydrochloride